3-[4-[[1-[1-(4-amino-2-ethyl-5-methoxy-phenyl)-4-piperidyl]-4-piperidyl]methoxy]-1-oxo-isoindolin-2-yl]piperidine-2,6-dione NC1=CC(=C(C=C1OC)N1CCC(CC1)N1CCC(CC1)COC1=C2CN(C(C2=CC=C1)=O)C1C(NC(CC1)=O)=O)CC